BrC=1C=C(CN2N=C(C=C2C(C)(C)C)C(=O)OCC)C=CC1 ethyl 1-(3-bromobenzyl)-5-(tert-butyl)-1H-pyrazole-3-carboxylate